N-{6-[(3-cyclopropyl-1H-pyrazol-5-yl)amino]-5-methoxy-1,2-benzoxazol-3-yl}-2,6-dimethoxy-4-[5-(4-methylpiperazin-1-yl)pyrimidin-2-yl]benzene-1-sulfonamide C1(CC1)C1=NNC(=C1)NC1=CC2=C(C(=NO2)NS(=O)(=O)C2=C(C=C(C=C2OC)C2=NC=C(C=N2)N2CCN(CC2)C)OC)C=C1OC